2-benzyl-2-azaspiro[3.3]heptan-6-yl (2R,6S)-2,6-dimethyl-4-(quinoxalin-2-yl)piperazine-1-carboxylate C[C@H]1N([C@H](CN(C1)C1=NC2=CC=CC=C2N=C1)C)C(=O)OC1CC2(CN(C2)CC2=CC=CC=C2)C1